[4-(4-aminophenyl)-1-(thiophen-3-yl)-1H-pyrrol-2-yl](3,4,5-trimethoxyphenyl)methanone NC1=CC=C(C=C1)C=1C=C(N(C1)C1=CSC=C1)C(=O)C1=CC(=C(C(=C1)OC)OC)OC